CN1C=CC=C1 (S)-1-methylpyrrol